O1CCN(CC1)C1=CC(=NC=C1)N1CC2(CN(C2)C(=O)OC(C)(C)C)C1 tert-butyl 6-(4-morpholinopyridin-2-yl)-2,6-diazaspiro[3.3]heptane-2-carboxylate